O=CCC1(CCOCC1)C(=O)OC Methyl 4-(2-oxoethyl)tetrahydro-2H-pyran-4-carboxylate